BrC=1N=C(C(=NC1)OC)C(F)F 5-bromo-3-(difluoromethyl)-2-methoxypyrazine